azulene-5-carboxylic acid C1=CC=C2C=C(C=CC=C12)C(=O)O